ClC1=C(C=CC(=N1)C(=O)NC([2H])([2H])[2H])N1CCN(CC1)CC=1C(=C2NC(C(=NC2=CC1)C)=O)F 6-chloro-5-(4-((2-methyl-5-fluoro-3-oxo-4H-quinoxalin-6-yl)methyl)piperazin-1-yl)-N-(methyl-d3)pyridine-2-carboxamide